C(C)(C)(C)OC(N(CC=1SC=CC1)C1=C2C(=NC(=C1)Cl)C(=C(S2)C2C(CCC(C2)(C)C)=O)Br)=O.S2C=CC1=NC=CC(=C12)N thieno[3,2-b]pyridin-7-amine tert-Butyl-(3-bromo-5-chloro-2-(5,5-dimethyl-2-oxocyclohexyl)thieno[3,2-b]pyridin-7-yl)(thiophen-2-ylmethyl)carbamate